CN(CCS)C 2-(dimethyl-amino)ethanethiol